(3-(6-(2-(3-methylbenzylidene)hydrazinyl)-2-morpholino-9H-purin-9-yl)azetidin-1-yl)(phenyl)methane CC=1C=C(C=NNC2=C3N=CN(C3=NC(=N2)N2CCOCC2)C2CN(C2)CC2=CC=CC=C2)C=CC1